CC1=CC=C(C=C1)S(=O)(=O)OCC1CC(CC1)=C (3-Methylenecyclopentyl)methyl 4-methylbenzenesulfonate